ClC1=C(C=CC=C1)C1=NN=C(S1)NC(=O)C1=CC(=NO1)COC N-(5-(2-Chlorophenyl)-1,3,4-thiadiazol-2-yl)-3-(methoxymethyl)isoxazole-5-carboxamide